CC1=C(C(=O)P([O-])(=O)C(C2=C(C=C(C=C2C)C)C)=O)C(=CC(=C1)C)C.C1(CCCCC1)[NH3+] cyclohexylammonium bis(2,4,6-trimethylbenzoyl)phosphinate salt